C(C)(=O)N1[C@H]([C@@H]([C@H](C2=CC(=CC=C12)C(NC)=O)NC(OCC1=CC=CC=C1)=O)C)C1CC1 |r| rac-benzyl ((2S,3R,4R)-1-acetyl-2-cyclopropyl-3-methyl-6-(methylcarbamoyl)-1,2,3,4-tetrahydroquinolin-4-yl)carbamate